N[C@H]1CN(CC1)C1=C(C=C2C(=N1)N=C(O2)N2CCOCC2)NC(=O)C=2N=C(OC2)C2=CC(=NC=C2)C (R)-N-(5-(3-aminopyrrolidin-1-yl)-2-morpholinooxazolo[4,5-b]pyridin-6-yl)-2-(2-methylpyridin-4-yl)oxazole-4-carboxamide